2-isopropyl-1-butanol C(C)(C)C(CO)CC